F[C@H](CF)C=1C=CC(=C(C1)C1=NN(C=C1NC(=O)C=1C=NN2C1N=CC=C2)CC(=O)N(C)C)OC(F)F (S)-N-(3-(5-(1,2-difluoroethyl)-2-(difluoromethoxy)phenyl)-1-(2-(dimethylamino)-2-oxoethyl)-1H-pyrazol-4-yl)pyrazolo[1,5-a]pyrimidine-3-carboxamide